vanadium (III) dicyclopentadienone C1(C=CC=C1)=O.C1(C=CC=C1)=O.[V+3]